3-(((7-(2-aminopyrimidin-4-yl)-2,3-dihydrofuro[3,2-c]pyridin-4-yl)amino)methyl)-N-(2-(oxetan-3-yl)-2-azaspiro[3.5]nonan-7-yl)benzamide NC1=NC=CC(=N1)C=1C2=C(C(=NC1)NCC=1C=C(C(=O)NC3CCC4(CN(C4)C4COC4)CC3)C=CC1)CCO2